IC=1C=C(C=2C=CN(C2C1)CC(F)(F)F)NC1CCN(CC1)C 6-iodo-N-(1-methyl-4-piperidyl)-1-(2,2,2-trifluoroethyl)indol-4-amine